N1=NC(=C2N1C=CC=C2)C2[C@H]1CN(C[C@@H]21)C(=O)OC(C)(C)C tert-butyl (1r,5s,6r)-6-([1,2,3]triazolo[1,5-a]pyridin-3-yl)-3-azabicyclo[3.1.0]hexane-3-carboxylate